2-[5-(4-{3,8-diazabicyclo[4.2.0]octane-3-carbonyl}-4-phenylpiperidin-1-yl)pyridazin-3-yl]phenol C12CN(CCC2CN1)C(=O)C1(CCN(CC1)C=1C=C(N=NC1)C1=C(C=CC=C1)O)C1=CC=CC=C1